N-tert-butoxycarbonyl-prolyl-isoleucyl-seleno-methionine (3S,4S)-tert-butyl-3-((6-(6-(tert-butyl)imidazo[1,2-a]pyrazin-3-yl)pyridin-2-yl)amino)-4-fluoropyrrolidine-1-carboxylate C(C)(C)(C)C1N(C[C@@H]([C@H]1NC1=NC(=CC=C1)C1=CN=C2N1C=C(N=C2)C(C)(C)C)F)C(=O)O.C(C)(C)(C)OC(=O)N2[C@@H](CCC2)C(=O)N[C@@H]([C@@H](C)CC)C(=O)N[C@@H](CC[Se]C)C(=O)O